BrCC1=NC=C(N=C1)CBr 2,5-bis(bromomethyl)pyrazine